N1C=CC=2C1=NC=C(C2)C2=CC=C(CN1C=CC3=CC(=CC=C13)N1N=C(C=C1C)C(=O)N)C=C2 1-(1-(4-(1H-Pyrrolo[2,3-b]pyridin-5-yl)benzyl)-1H-indol-5-yl)-5-methyl-1H-pyrazol-3-carboxamid